C1(CC1)C=1N=NN(C1)[C@H](C(=O)N1[C@@H](C[C@H](C1)O)C(=O)NCC(C)(C1=CC=NC=C1)C)C(C)(C)C (2S,4R)-1-[(2S)-2-(4-cyclopropyltriazol-1-yl)-3,3-dimethyl-butanoyl]-4-hydroxy-N-[2-methyl-2-(4-pyridyl)propyl]pyrrolidine-2-carboxamide